2-(4-acetylphenoxy)-2-methyl-N-(3-(5-(5-oxo-4,5-dihydro-1,2,4-oxadiazol-3-yl)thiophen-3-yl)phenyl)propanamide C(C)(=O)C1=CC=C(OC(C(=O)NC2=CC(=CC=C2)C2=CSC(=C2)C2=NOC(N2)=O)(C)C)C=C1